FC1=CC=C(C=C1)N1N=C(C=C1C1=CC=NC=C1)C 4-(1-(4-fluorophenyl)-3-methyl-1H-pyrazol-5-yl)pyridine